N-([1,1'-biphenyl]-4-yl)-5,5,8,8-tetramethyl-5,6,7,8-tetrahydronaphthalen-2-amine C1(=CC=C(C=C1)NC1=CC=2C(CCC(C2C=C1)(C)C)(C)C)C1=CC=CC=C1